C(C)(C)(C)OC(=O)N1CC(C(CC1)(F)F)CN(C)C N-tert-butyloxycarbonyl-3-((dimethylamino)methyl)-4,4-difluoropiperidine